C(C1=CC=CC=C1)N1CCN(C2=CC=C(C=C12)N)C 4-benzyl-1-methyl-1,2,3,4-tetrahydroquinoxalin-6-amine